C(C)OC(C[C@@H](C=1C=C(C=C(C1)OC)C1=C(C=CC=C1C)C)N)=O (S)-3-amino-3-(5-methoxy-2',6'-dimethylbiphenyl-3-yl)propionic acid ethyl ester